(2R,4S)-4-([1,1'-Biphenyl]-2-ylmethyl)-N-((S)-1-(((3-chloro-1H-pyrrolo[2,3-b]pyridin-5-yl)methyl)amino)-1-oxopropan-2-yl)pyrrolidine-2-carboxamide Di-trifluoroacetate salt FC(C(=O)O)(F)F.FC(C(=O)O)(F)F.C1(=C(C=CC=C1)C[C@H]1C[C@@H](NC1)C(=O)N[C@H](C(=O)NCC=1C=C2C(=NC1)NC=C2Cl)C)C2=CC=CC=C2